(S)-(3-(1,4-Dimethyl-1H-pyrazol-5-yl)-2,7-dimethyl-2,4,5,7-tetrahydro-6H-pyrazolo[3,4-c]pyridin-6-yl)(3-methoxy-2-methylphenyl)methanone CN1N=CC(=C1C=1N(N=C2[C@@H](N(CCC21)C(=O)C2=C(C(=CC=C2)OC)C)C)C)C